C(O[C@@H]1[C@H](O[C@H]([C@H]1F)N1C=C(C2=C1N=CN=C2N)I)CO)(SC(C)C)=O O-((2R,3R,4S,5R)-5-(4-Amino-5-iodo-7H-pyrrolo[2,3-d]pyrimidin-7-yl)-4-fluoro-2-(hydroxy-methyl)tetrahydro-furan-3-yl) S-isopropyl carbonothioate